5-isopropylidene-2,4-pyrrolidinedione C(C)(C)=C1C(CC(N1)=O)=O